8-chloro-4-(4,4,5,5-tetramethyl-1,3,2-dioxaborolan-2-yl)-[1,2,4]triazolo[1,5-a]1,6-naphthyridine ClC1=NC=C2C=C(C=3N(C2=C1)N=CN3)B3OC(C(O3)(C)C)(C)C